(+/-)-[2-(3,5-difluoro-4-{[3-(propan-2-yl)-1H-pyrrolo[2,3-b]pyridin-4-yl]oxy}anilino)-5-methyl-5,6-dihydro-4H-1,3-oxazin-5-yl]methanol FC=1C=C(NC=2OC[C@@](CN2)(C)CO)C=C(C1OC1=C2C(=NC=C1)NC=C2C(C)C)F |r|